C1(=CC=CC=C1)C(=CC1=CC=C(C=C1)C=C(C1=CC=CC=C1)C1=CC=CC=C1)C1=CC=CC=C1 1,4-bis(2,2-diphenylvinyl)benzene